ClC=1C=CC(=NC1)[C@@H]1OC2=C(C=CC=3CC=NC(C23)C)OC1 (2S)-2-(5-chloropyridin-2-yl)-10-methyl-2,3,7,10-tetrahydro-[1,4]dioxino[2,3-H]isoquinolin